2-chloro-N-methyl-N-((1S,3R)-3-((6-(1-methyl-1H-pyrazol-4-yl)pyrazolo[1,5-a]pyrazin-4-yl)oxy)cyclohexyl)acetamide ClCC(=O)N([C@@H]1C[C@@H](CCC1)OC=1C=2N(C=C(N1)C=1C=NN(C1)C)N=CC2)C